(2R)-4-(4-chloro-6,7-dihydro-5H-cyclopenta[d]pyridazin-1-yl)but-3-yn-2-ol tert-butyl-4-(4-(6-bromoquinazolin-4-yl)-2-fluorophenyl)piperazine-1-carboxylate C(C)(C)(C)C1N(CCN(C1)C1=C(C=C(C=C1)C1=NC=NC2=CC=C(C=C12)Br)F)C(=O)O[C@H](C)C#CC1=NN=C(C2=C1CCC2)Cl